NC=1C2=C(N=CN1)N(C(=C2C2=CC=C(C=C2)C(=O)N2C(CCCC2)COC)C2=CC=C(C=C2)NC(C(=C)C)=O)C N-(4-(4-amino-5-(4-(2-(methoxymethyl)piperidine-1-carbonyl)phenyl)-7-methyl-7H-pyrrolo[2,3-d]pyrimidin-6-yl)phenyl)methacrylamide